OC1=C(C=CC2=CC=CC=C12)C(=O)O.CC1(OB(OC1(C)C)C=1C=NOC1)C 4-(4,4,5,5-tetramethyl-1,3,2-dioxaborolan-2-yl)isoxazole hydroxy-2-naphthoate